7-((2S,3S,4R,5R)-3,4-bis(benzyloxy)-5-((benzyloxy)methyl)tetrahydrofuran-2-yl)-N-cyclopentylimidazo[2,1-f][1,2,4]Triazine-4-amine C(C1=CC=CC=C1)O[C@H]1[C@@H](O[C@@H]([C@H]1OCC1=CC=CC=C1)COCC1=CC=CC=C1)C1=CN=C2C(=NC=NN21)NC2CCCC2